N[C@@H]1C2=CC(=CC=C2CC12CCN(CC2)C2=NC(=C(N=C2)SC2=C(C(=NC=C2)N)Cl)N)C(C)=O (S)-1-(1-amino-1'-(6-amino-5-((2-amino-3-chloropyridin-4-yl)thio)pyrazin-2-yl)-1,3-dihydrospiro[indene-2,4'-piperidin]-6-yl)ethan-1-one